bis(3,5-di-tert-butylphenyl)phosphine oxide C(C)(C)(C)C=1C=C(C=C(C1)C(C)(C)C)P(C1=CC(=CC(=C1)C(C)(C)C)C(C)(C)C)=O